ClC1=C(C(=CC=C1)Cl)N1CN(C2=NC(=NC=C2C1=O)S(=O)(=O)C)C 3-(2,6-dichlorophenyl)-1-methyl-7-(methylsulfonyl)-2,3-dihydropyrimido[4,5-d]pyrimidine-4(1H)-one